9,9'-(2,4-bis(4,6-diphenyl-1,3,5-triazin-2-yl)-6-(3,6-diphenyl-9H-carbazol-9-yl)-1,3-phenylene)bis(9H-carbazole) C1(=CC=CC=C1)C1=NC(=NC(=N1)C1=CC=CC=C1)C1=C(C(=CC(=C1N1C2=CC=CC=C2C=2C=CC=CC12)C1=NC(=NC(=N1)C1=CC=CC=C1)C1=CC=CC=C1)N1C2=CC=C(C=C2C=2C=C(C=CC12)C1=CC=CC=C1)C1=CC=CC=C1)N1C2=CC=CC=C2C=2C=CC=CC12